BrC=1C(=NC=CC1C)SC1(CC1)F 3-Bromo-2-[(1-fluorocyclopropyl)sulfanyl]-4-methylpyridine